1-(2-chloropyrimidin-5-yl)-3-phenylpropan-1-ol ClC1=NC=C(C=N1)C(CCC1=CC=CC=C1)O